4,4-bis((3,7-dimethyloct-6-en-1-yl)thio)butanoic acid CC(CCSC(CCC(=O)O)SCCC(CCC=C(C)C)C)CCC=C(C)C